NC1=CC=C(C=C1)C1=C(C2=C(N(C(N(C2=O)C=2C=CC(=NC2)N(S(=O)(=O)C)C)=O)CC2=C(C=CC=C2F)F)S1)CN(C)C N-(5-(6-(4-aminophenyl)-1-(2,6-difluorobenzyl)-5-((dimethylamino)methyl)-2,4-dioxo-1,2-dihydrothieno[2,3-d]pyrimidin-3(4H)-yl)pyridin-2-yl)-N-methylmethanesulfonamide